NC1CCN(CC1)C(C(=O)NC)=O 2-(4-amino-1-piperidinyl)-N-methyl-2-oxo-acetamide